(±)-2,2'-Bis(diphenylphosphino)-1,1'-binaphthalene C1(=CC=CC=C1)P(C1=C(C2=CC=CC=C2C=C1)C1=C(C=CC2=CC=CC=C12)P(C1=CC=CC=C1)C1=CC=CC=C1)C1=CC=CC=C1